3-fluoro-2-hydroxy-5-(1-(4-(pyrrolidin-1-yl)phenyl)-1H-pyrazol-4-yl)benzaldehyde FC=1C(=C(C=O)C=C(C1)C=1C=NN(C1)C1=CC=C(C=C1)N1CCCC1)O